2-[4-[3-[1-(5-ethoxypyrimidin-2-yl)-4-piperidyl]propoxy]-2-fluoro-phenyl]-1-[(3S)-3-[[[2-hydroxy-1,1-bis(hydroxymethyl)ethyl]amino]methyl]pyrrolidin-1-yl]ethanone C(C)OC=1C=NC(=NC1)N1CCC(CC1)CCCOC1=CC(=C(C=C1)CC(=O)N1C[C@@H](CC1)CNC(CO)(CO)CO)F